2-Methyl-2-butenoic acid ((2S,3R,4R)-4-(4-(tert-butyl)benzyl)-2-(3,4-dimethoxyphenyl)tetrahydrofuran-3-yl)methyl ester C(C)(C)(C)C1=CC=C(C[C@@H]2[C@@H]([C@H](OC2)C2=CC(=C(C=C2)OC)OC)COC(C(=CC)C)=O)C=C1